NC(=O)C=1C(=C(C=CC1)S(=O)(=O)N)C (aminocarbonyl)-2-methylbenzenesulfonamide